5-(3-bromo-4-methylphenoxy)valeronitrile BrC=1C=C(OCCCCC#N)C=CC1C